2-Chloro-4-(1-(4-fluoro-3-methoxyphenyl)-1H-indazol-5-yl)phenol ClC1=C(C=CC(=C1)C=1C=C2C=NN(C2=CC1)C1=CC(=C(C=C1)F)OC)O